ethyl 1-(6-chloropyridazin-4-yl)-4-(3-methyl-1H-pyrazol-1-yl)piperidine-4-carboxylate ClC1=CC(=CN=N1)N1CCC(CC1)(C(=O)OCC)N1N=C(C=C1)C